furan-2-carbonyl chloride O1C(=CC=C1)C(=O)Cl